N1=C(C=CC(=C1)C=1C=C2C=3C=CC=CC3C3=C(C2=CC1)C=CC(=C3)C=3C=CC(=NC3)C3=NC=CC=C3)C3=NC=CC=C3 2,7-bis([2,2'-bipyridyl]-5-yl)benzophenanthrene